(3S,4S)-decane-3,4-diol CC[C@@H]([C@H](CCCCCC)O)O